tert-butyl 3-((7-bromo-6-chloro-5,8-difluoro-2-(methylthio)quinazolin-4-yl)(methyl)amino)-4-((tert-butyldimethylsilyl)oxy)pyrrolidine-1-carboxylate BrC1=C(C(=C2C(=NC(=NC2=C1F)SC)N(C1CN(CC1O[Si](C)(C)C(C)(C)C)C(=O)OC(C)(C)C)C)F)Cl